zinc methyl-n-propylphosphinate CP([O-])(=O)CCC.[Zn+2].CP([O-])(=O)CCC